N(=[N+]=[N-])C1=CC=C(C=C1)C=CC=CC1=CC(CC(C1)(C)C)=O 3-(4-(p-azidophenyl)-1,3-butadienyl)-5,5-dimethyl-2-cyclohexen-1-one